2-(4-butoxyphenoxy)acetic acid C(CCC)OC1=CC=C(OCC(=O)O)C=C1